3-(1-aziridinyl)propionic acid N1(CC1)CCC(=O)O